carboxycaprolactone monoacrylate C(C=C)(=O)O.C(=O)(O)C1C(=O)OCCCC1